FC=1C=C(C=C(C1)F)[C@@H]1CC=NN1C(=O)N1CC(C1)OC1=CC(=NC=C1F)C1=C(C=NN1C)C(=O)NC(C)C (S)-5-(4-((1-(5-(3,5-difluorophenyl)-4,5-dihydro-1H-pyrazole-1-carbonyl)azetidin-3-yl)oxy)-5-fluoropyridin-2-yl)-N-isopropyl-1-methyl-1H-pyrazole-4-carboxamide